COC(CN1N=CC(=C1)C1=NC=2N3C(N(C(C2N1)=O)CCC)=NC=C3)=O 2-[4-(4-oxo-5-propyl-3H-imidazo[2,1-b]purin-2-yl)pyrazol-1-yl]acetic acid methyl ester